(2S)-1-{2-[(4-Chlorophenyl)(phenyl)methoxy]ethyl}-2-methylpyrrolidine ClC1=CC=C(C=C1)C(OCCN1[C@H](CCC1)C)C1=CC=CC=C1